CC(=O)C1=CC(=C(C(=C1)O)O)O 3,4,5-Trihydroxyacetophenone